5-cyano-N-(1-methyl-4-piperidyl)-6-(2,2,2-trifluoroethyl)thieno[2,3-b]pyrrole-3-carboxamide C(#N)C1=CC2=C(N1CC(F)(F)F)SC=C2C(=O)NC2CCN(CC2)C